sulfophenylacetamide S(=O)(=O)(O)C(C(=O)N)C1=CC=CC=C1